5-methyl-2-thiouridin CC=1C(NC(N([C@H]2[C@H](O)[C@H](O)[C@@H](CO)O2)C1)=S)=O